benzo[b][1,4]Dioxanone O1C2=C(OCC1=O)C=CC=C2